2-(methylcyanoboranyl)propane CB(C(C)C)C#N